4-((5-(4-oxopiperidin-1-yl)thiophen-2-yl)methylene)-3-phenylisoxazol-5(4H)-one O=C1CCN(CC1)C1=CC=C(S1)C=C1C(=NOC1=O)C1=CC=CC=C1